N1=C(C=CC=C1)CN1C=C(C2=CC=CC=C12)C(=O)NC=1SC(=CN1)C(=O)O 2-[1-(pyridin-2-ylmethyl)-1H-indole-3-carboxamido]thiazole-5-carboxylic acid